COC=1C=C(C=CC1)C1=NC(=CN1C)C1=CC(=C(C=C1)OC)OC (S)-2-(3-methoxyphenyl)-3-methyl-5-(3,4-dimethoxyphenyl)imidazole